ClC1=CC(=C(C=C1)C1=NN2C(CN([C@@H](C2)C)C(\C=C\CN(C)C)=O)=C1C1=CC=NC=C1)F |r| (2E)-1-[(RS)-2-(4-chloro-2-fluorophenyl)-6-methyl-3-(pyridin-4-yl)-6,7-dihydropyrazolo[1,5-a]pyrazin-5(4H)-yl]-4-(dimethylamino)but-2-en-1-one